N-(5-chloro-4-(5,5-dimethyl-5,6-dihydro-4H-pyrrolo[1,2-b]pyrazol-3-yl)pyridin-2-yl)-1-(2-(2,4-dioxotetrahydropyrimidin-1(2H)-yl)benzyl)piperidine-4-carboxamide ClC=1C(=CC(=NC1)NC(=O)C1CCN(CC1)CC1=C(C=CC=C1)N1C(NC(CC1)=O)=O)C1=C2N(N=C1)CC(C2)(C)C